7-(dimethylamino)-4-fluoro-2-hydroxy-6(5H)-phenanthridinone dihydrochloride Cl.Cl.CN(C1=C2C(NC=3C(=CC(=CC3C2=CC=C1)O)F)=O)C